C(C)(C)(C)OC1=CC=C(C=C1)C1=NC(=NO1)C1=CC=C(C2=CC=CC=C12)CN1CC(C1)C(=O)O 1-((4-(5-(4-(tert-butoxy)phenyl)-1,2,4-oxadiazol-3-yl)naphthalen-1-yl)methyl)azetidine-3-carboxylic acid